C(C=C)(=O)N1CCN(CC1)[C@](C)(CC)C1=CC=C(C=C1)[C@H](C)NC=1N=CC2=C(N1)N(C(C=C2)=O)C(C)C 2-{[(1S)-1-{4-[(2R)-2-(4-acryloylpiperazin-1-yl)butan-2-yl]phenyl}ethyl]amino}-8-(propan-2-yl)pyrido[2,3-d]pyrimidin-7(8H)-on